N12CCCC(CC1)CC2 1-azabicyclo[3.2.2]nonane